(R)-5-((((6-(2-chloro-3-(3-chloro-2-(3-((((S)-2-hydroxypropyl)amino)methyl)-1-methyl-1H-indol-6-yl)pyridin-4-yl)phenyl)-2-methoxypyridin-3-yl)methyl)amino)methyl)pyrrolidin-2-one ClC1=C(C=CC=C1C1=C(C(=NC=C1)C1=CC=C2C(=CN(C2=C1)C)CNC[C@H](C)O)Cl)C1=CC=C(C(=N1)OC)CNC[C@H]1CCC(N1)=O